BrC=1C(N(C(=C(C1)Br)C)C)=O 3,5-dibromo-1,6-dimethylpyridin-2(1H)-one